C(C)(C)(C)OOC1CCCC2=CC=CC=C12 1-(t-butylperoxy)-1,2,3,4-tetrahydronaphthalene